4-(5-(1-methyl-5-(piperazin-1-yl)-1H-pyrrolo[2,3-b]pyridin-3-yl)phenyl)pyrrolidin-2-one CN1C=C(C=2C1=NC=C(C2)N2CCNCC2)C=2C=CC=C(C2)C2CC(NC2)=O